7-methoxy-2-(2-(morpholinomethyl)benzyl)imidazo[1,2-c]quinazolin-5-amine COC1=CC=CC=2C=3N(C(=NC12)N)C=C(N3)CC3=C(C=CC=C3)CN3CCOCC3